CC1(CC(=NO1)C1[C@H]2CN(C[C@@H]12)C(=O)C=1N=CN(C1)[C@@H](C)C=1SC=CN1)C [(1R,5S,6S)-6-(5,5-dimethyl-4,5-dihydro-1,2-oxazol-3-yl)-3-azabicyclo[3.1.0]hex-3-yl]{1-[(1S)-1-(1,3-thiazol-2-yl)ethyl]-1H-imidazol-4-yl}methanone